4-[(6-carbamoylpyrimidin-4-yl)oxymethyl]cycloheptanecarboxylic acid C(N)(=O)C1=CC(=NC=N1)OCC1CCC(CCC1)C(=O)O